(2-aminobenzo[d]thiazol-6-yl)-1-[2-(4-morpholinyl)ethyl]-3-(4-nitrophenyl)urea NC=1SC2=C(N1)C=CC(=C2)N(C(=O)NC2=CC=C(C=C2)[N+](=O)[O-])CCN2CCOCC2